trimethyl-(methylcyclopentadienyl)-platinum (IV) C[Pt](C1(C=CC=C1)C)(C)C